FC=1C=C2CC(CC2=CC1)(C(=O)OC)CC=O methyl 5-fluoro-2-(2-oxoethyl)-2,3-dihydro-1H-indene-2-carboxylate